1-[(2,3-dimethyl-imidazol-4-yl)meth-yl]-4-[5-isobutyl-2-(2H-tetrazol-5-yl)-phenyl]piperazine CC1=NC=C(N1C)CN1CCN(CC1)C1=C(C=CC(=C1)CC(C)C)C=1N=NNN1